(1R,6S)-8-benzyl-7,8-diazabicyclo[4.3.0]nonane C(C1=CC=CC=C1)N1N[C@H]2CCCC[C@@H]2C1